CC1=CC=CC(=N1)C1=NC=CC(=N1)NC1=NC(=NC=C1)NC1=CC=C(C(=O)O)C=C1 4-((4-((2-(6-methylpyridin-2-yl)pyrimidin-4-yl)amino)pyrimidin-2-yl)amino)benzoic acid